2,3-dichloro-5-butyl-1,4-naphthoquinone ClC=1C(C2=CC=CC(=C2C(C1Cl)=O)CCCC)=O